1-(tert-Butyl)-3-(6-chloro-1H-indol-2-yl)-1H-pyrazolo[3,4-d]pyrimidin-4-amine C(C)(C)(C)N1N=C(C=2C1=NC=NC2N)C=2NC1=CC(=CC=C1C2)Cl